N-((R)-1-(2-methyl-3-(trifluoromethyl)phenyl)ethyl)-7-(((S)-pyrrolidin-3-yl)oxy)phthalazin-1-amine CC1=C(C=CC=C1C(F)(F)F)[C@@H](C)NC1=NN=CC2=CC=C(C=C12)O[C@@H]1CNCC1